4-(methylthio)-1-butanol CSCCCCO